COC1=C(C=CC=C1)C=1NC(=C(N1)C1=CC=CC=C1)C1=CC=CC=C1 2-(o-methoxyphenyl)-4,5-diphenyl-imidazole